2-Deuterio-1,3-benzothiazaole [2H]C=1SC2=C(N1)C=CC=C2